O=C1C2=CC=C1CC2 7-oxo-norbornadiene